manganese(II) bicarbonate C([O-])(O)=O.[Mn+2].C([O-])(O)=O